5-(2-acetamidoethoxy)-4-bromo-2,3-dihydro-1H-indene-2-carboxylic acid methyl ester COC(=O)C1CC2=CC=C(C(=C2C1)Br)OCCNC(C)=O